2-(5-(4-methoxyphenyl)pyridin-3-yl)acetic acid methyl ester COC(CC=1C=NC=C(C1)C1=CC=C(C=C1)OC)=O